C(C)N1C(C2=NC(=CC=C2C1)NC1=C(C=C(C(=C1)C)I)C1COCC1)=O 6-ethyl-2-{[4-iodo-5-methyl-2-(oxolan-3-yl)phenyl]amino}-5H-pyrrolo[3,4-b]pyridin-7-one